3-(4-(2-cyano-7-((5-methoxy-7-methyl-1H-indol-4-yl)methyl)-7-azaspiro[3.5]nonan-6-yl)benzamido)-2,2-dimethylpropanoic acid C(#N)C1CC2(C1)CC(N(CC2)CC2=C1C=CNC1=C(C=C2OC)C)C2=CC=C(C(=O)NCC(C(=O)O)(C)C)C=C2